COC1=C(C=2C(C3=CC=CC(=C3NC2C=C1)[N+](=O)[O-])=O)CC1=CC=CC=C1 methoxybenzyl-5-nitroacridone